C(C1=CC=CC=C1)OCCN1C(C2=C(C=C1)N(C=C2NC(OC(C)(C)C)=O)C)=O Tert-butyl (5-(2-(benzyloxy)ethyl)-1-methyl-4-oxo-4,5-dihydro-1H-pyrrolo[3,2-c]pyridin-3-yl)carbamate